(R)-4-(5-(5-fluoro-2-methoxypyridin-4-yl)-1H-pyrazole-3-carbonyl)-N-((5R,8R)-1-methyl-2-oxo-1-azaspiro[4.5]dec-8-yl)-4-azaspiro[2.5]octane-7-carboxamide FC=1C(=CC(=NC1)OC)C1=CC(=NN1)C(=O)N1C2(CC2)C[C@@H](CC1)C(=O)NC1CCC2(CCC(N2C)=O)CC1